2-{[4-(dimethylamino)phenyl]diazenyl}benzoic acid CN(C1=CC=C(C=C1)N=NC1=C(C(=O)O)C=CC=C1)C